2,4-diphenyl-3-(4-(trifluoromethoxy)phenyl)-2,3-dihydro-oxazole C1(=CC=CC=C1)C1OC=C(N1C1=CC=C(C=C1)OC(F)(F)F)C1=CC=CC=C1